C(C)N(C1=CC=C(C=C1)C(C1=CC=C2C=CC(=NC2=C1O)C)NC1=CC=NC=C1)CC 7-((4-(diethylamino)phenyl)(pyridin-4-ylamino)methyl)-2-methylquinolin-8-ol